C(C1=CC=CC=C1)OC1=CC=C2C=CC(=C(C2=C1)S(=O)(=O)C(F)(F)F)N 7-(benzyloxy)-1-((trifluoromethyl)sulfonyl)naphthalen-2-amine